C(C)OC(=O)C=1C=NN(C1C(F)(F)F)C1CNCCC1 1-[piperidin-3-yl]-5-(trifluoromethyl)-1H-pyrazole-4-carboxylic acid ethyl ester